N-(3-methoxybenzyl)-N-(4-morpholinobenzyl)-4-((2-morpholinoethoxy)methyl)thiazol-2-amine COC=1C=C(CN(C=2SC=C(N2)COCCN2CCOCC2)CC2=CC=C(C=C2)N2CCOCC2)C=CC1